ClC=1C=C2C=CC=NC2=C(C1)NS(=O)(=O)C1=NC=C(C=C1)C N-(6-chloro-quinolin-8-yl)-5-methylpyridine-2-sulfonamide